FC1=CC=C(C=C1)S(=O)(=O)NC1=CC=C(C=C1)C1=C2C(=NC(=C1)NC(=O)C1CC1)NC=C2 N-(4-(4-((4-fluorophenyl)sulfonamido)phenyl)-1H-pyrrolo[2,3-b]pyridin-6-yl)cyclopropylcarboxamide